CC1(OB(OC1(C)C)C1=CC=C(CNC(C)=O)C=C1)C N-(4-(4,4,5,5-tetramethyl-1,3,2-dioxaborolan-2-yl)benzyl)acetamide